COC(C1=CC(=NC(=C1)OCC1CCOCC1)N(C)C)=O 2-(dimethylamino)-6-((tetrahydro-2H-pyran-4-yl)methoxy)isonicotinic acid methyl ester